C(C)(C)C=1C=C(C=CC1)[C@H](C)NC(=O)C1=CC=C2C(=C(N(C2=C1)C)C)CC=1C=C(OC(C(=O)O)C)C=CC1 2-(3-((6-(((S)-1-(3-isopropylphenyl)ethyl)carbamoyl)-1,2-dimethyl-1H-indol-3-yl)methyl)phenoxy)propanoic acid